8-(5-(trifluoromethyl)pyridin-2-yl)-6-((2-(trimethylsilyl)ethoxy)methyl)-1,6-naphthyridin-5(6H)-one FC(C=1C=CC(=NC1)C1=CN(C(C=2C=CC=NC12)=O)COCC[Si](C)(C)C)(F)F